(R)-5-(2-((3,3-difluoro-1-methylpiperidin-4-yl)amino)-6-fluoro-4-methoxypyrrolo[2,1-f][1,2,4]triazin-5-yl)-N-methylpyrazolo[1,5-a]pyridine-3-carboxamide FC1(CN(CC[C@H]1NC1=NN2C(C(=N1)OC)=C(C(=C2)F)C2=CC=1N(C=C2)N=CC1C(=O)NC)C)F